azobisisobutyramidine hydrochloride Cl.N(=NC(C(=N)N)(C)C)C(C(=N)N)(C)C